C(C)C=1C=C2COCCCN3N=NC4=C3C=CC(C(C3=CC=C5CCN(C(C1C=C2)=O)CC5=C3)CC(=O)O)=C4C [18-Ethyl-32-methyl-20-oxo-14-oxa-8,9,10,21-tetraazahexacyclo[19.5.3.216,19.13,7.06,10.024,28]dotriaconta-1(26),3(32),4,6,8,16,18,24,27,30-decaen-2-yl]acetic Acid